FC1=C(C(=C(C=C1OC)OC)F)C1=NC(=C2C=C(N=CC2=C1)N[C@H]1[C@H](COC1)NC(C=C)=O)N1CC(CC1)OC N-((3R,4S)-4-((7-(2,6-difluoro-3,5-dimethoxyphenyl)-5-(3-methoxypyrrolidin-1-yl)-2,6-naphthyridin-3-yl)amino)tetra-hydrofuran-3-yl)acrylamide